1-cyclohexyl-3-(4-chlorophenyl)urea C1(CCCCC1)NC(=O)NC1=CC=C(C=C1)Cl